4-(2-(4-((3-Bromo-4-(trifluoromethoxy)benzyl)amino)butoxy)ethoxy)-3H-pyrazolo[3,4-c]quinoline-7-carboxylic acid BrC=1C=C(CNCCCCOCCOC2=NC=3C=C(C=CC3C3=C2NN=C3)C(=O)O)C=CC1OC(F)(F)F